FC=1C(=CC2=C(N(N=N2)C)C1)C1=C(C=C(C=C1F)F)F 6-Fluoro-1-methyl-5-(2,4,6-trifluorophenyl)-1H-benzo[d][1,2,3]triazole